bis(2,2-dichloroethoxy)butane ClC(COC(C(C)OCC(Cl)Cl)C)Cl